NC1=NC=CC(=C1C=1CCN(CC1)C)OC1=C(C=C(C=C1)NC(=O)C=1C=NN(C1C(F)(F)F)C1=CC=CC=C1)F N-(4-((2-amino-1'-methyl-1',2',3',6'-tetrahydro-[3,4'-bipyridine]-4-yl)oxy)-3-Fluorophenyl)-1-phenyl-5-(trifluoromethyl)-1H-pyrazole-4-carboxamide